FC=1C=C(COC2CCC3=CC(=CC=C23)C=O)C=CC1F 1-((3,4-difluorobenzyl)oxy)-2,3-dihydro-1H-indene-5-carbaldehyde